CC=1SC(=CN1)C1=NC=2C(=C3C(=NC2)N(C=C3)S(=O)(=O)C3=CC=CC=C3)N1[C@@H]1CC[C@H](CC1)C#N trans-4-(2-(2-methylthiazol-5-yl)-6-(benzenesulfonyl)imidazo[4,5-d]pyrrolo[2,3-b]pyridine-1(6H)-yl)cyclohexanecarbonitrile